BrC=1SC=C(C1Br)Br 2,3,4-tribromothiophene